C1=NC=CC2=CC(=CC=C12)NC(C(CNCCOCCOCCOCCN(C)C)C1=CC=CC=C1)=O N-(isoquinolin-6-yl)-2-methyl-16-phenyl-5,8,11-trioxa-2,14-diazaheptadecan-17-amide